CN(C(/C=C/CC[C@H](C(=O)NC=1C(N(C(=CC1)C)CC=1NC2=C(C(=NC=C2F)CC(C)C)N1)=O)CN(C([O-])=O)C)=O)C (S,E)-7-(Dimethylamino)-1-((1-((7-fluoro-4-isobutyl-1H-imidazo[4,5-c]pyridin-2-yl)methyl)-6-methyl-2-oxo-1,2-dihydropyridin-3-yl)amino)-1,7-dioxohept-5-en-2-yl-dimethylcarbamat